C(C1=CC=CC=C1)(C1=CC=CC=C1)NC1(CC1)CN (1-((benzhydryl)amino)cyclopropyl)methylamine